4-Methoxy-5-tetrahydrofuran-2-yl-pyrazolo[1,5-a]pyridine COC=1C=2N(C=CC1C1OCCC1)N=CC2